1-methylpiperazine-1-ium (2R,3R)-3-carboxy-2,3-dihydroxypropionate hydrate O.C(=O)(O)[C@@H]([C@H](C(=O)[O-])O)O.C[NH+]1CCNCC1